4-{4-[(1R)-1-{[5-(4-fluorophenoxy)pyridin-2-yl] carbamoyl}ethyl]-2,2-dimethylpiperazine-1-carbonyl}-2-[(methylamino)methyl]pyridin-1-ium-1-olate FC1=CC=C(OC=2C=CC(=NC2)NC(=O)[C@@H](C)N2CC(N(CC2)C(=O)C2=CC(=[N+](C=C2)[O-])CNC)(C)C)C=C1